C(=C)C(=O)C(C)(C)C tert-butyl vinyl ketone